6-(2'-hexyldecanoyloxy)dodecanal tert-butyl-2-formylpyrrolidine-1-carboxylate C(C)(C)(C)OC(=O)N1C(CCC1)C=O.C(CCCCC)C(C(=O)OC(CCCCC=O)CCCCCC)CCCCCCCC